(2S,4R)-N-((1H-pyrrolo[3,2-c]pyridin-2-yl)methyl)-4-(difluoromethoxy)-1-((3-(thiophen-2-yloxy)benzoyl)glycyl)pyrrolidine-2-carboxamide N1C(=CC=2C=NC=CC21)CNC(=O)[C@H]2N(C[C@@H](C2)OC(F)F)C(CNC(C2=CC(=CC=C2)OC=2SC=CC2)=O)=O